fluorine titanium zinc [Zn].[Ti].[F]